C[Si](C)(C)N([Si](C)(C)C)C(CC=C[SiH3])N([Si](C)(C)C)[Si](C)(C)C bis[bis(trimethylsilyl)amino]Ethylvinylsilane